C(=O)C1=C(SC2=C1CCO[C@]21C[C@@H](N(CC1)C(=O)OC(C)(C)C)C)C(F)(F)F Tert-butyl (2'S,7R)-3-formyl-2'-methyl-2-(trifluoromethyl)spiro[4,5-dihydrothieno[2,3-c]pyran-7,4'-piperidine]-1'-carboxylate